3-[(3-cyclopropyl-2-fluorophenyl)sulfonyl]-N-[2-(2,4-dimethylphenyl)-2,2-difluoroethyl]cinnoline-4-carboxamide C1(CC1)C=1C(=C(C=CC1)S(=O)(=O)C=1N=NC2=CC=CC=C2C1C(=O)NCC(F)(F)C1=C(C=C(C=C1)C)C)F